ethylenebis(oxyethylene)bis[3-(5-tert-butyl-hydroxy-m-tolyl)propionate] C(COCCC(C(=O)[O-])CC=1C(=C(C=C(C1)C(C)(C)C)C)O)OCCC(C(=O)[O-])CC=1C(=C(C=C(C1)C(C)(C)C)C)O